(cis)-benzyl 3,3-difluoro-5-formylhexahydrocyclopenta[b]pyrrole-1(2H)-carboxylate FC1(C2C(N(C1)C(=O)OCC1=CC=CC=C1)CC(C2)C=O)F